FC1=C(C(=CC(=C1)C(NC)=O)F)C=1N=C2N(C=CC(=C2)C)C1CC1CN(CCC1O)C(=O)OC methyl 3-((2-(2,6-difluoro-4-(methylcarbamoyl) phenyl)-7-methylimidazo[1,2-a]pyridin-3-yl) methyl)-4-hydroxypiperidine-1-carboxylate